5-(tert-butyl)-N-(4-(6-(2,2-dimethylmorpholino)pyrrolo[2,1-f][1,2,4]triazin-4-yl)-2-methylbenzyl)-1,2,4-oxadiazole-3-carboxamide hydrochloride Cl.C(C)(C)(C)C1=NC(=NO1)C(=O)NCC1=C(C=C(C=C1)C1=NC=NN2C1=CC(=C2)N2CC(OCC2)(C)C)C